5-chloro-3-fluoro-N-(2-(2-(methylamino)propanamido)-4-(1,3,5-trimethyl-1H-pyrazolo[4,3-d]pyrimidin-7-yl)quinolin-7-yl)pyridinecarboxamide ClC=1C=C(C(=NC1)C(=O)NC1=CC=C2C(=CC(=NC2=C1)NC(C(C)NC)=O)C=1C2=C(N=C(N1)C)C(=NN2C)C)F